1-(1-(3-chlorophenyl)-2-hydroxyethyl)-N3-methyl-1H-pyrazole-3,5-dicarboxamide ClC=1C=C(C=CC1)C(CO)N1N=C(C=C1C(=O)N)C(=O)NC